(1-(3-nitro-5-(trifluoromethyl)phenyl)ethyl)-6-(pyrrolidin-1-yl)pyrido[3,4-d]pyrimidin-4-amine [N+](=O)([O-])C=1C=C(C=C(C1)C(F)(F)F)C(C)C=1N=C(C2=C(N1)C=NC(=C2)N2CCCC2)N